5-fluoro-7-iodo-3-methyl-2-(triisopropylsilyl)furo[3,2-b]pyridine FC1=CC(=C2C(=N1)C(=C(O2)[Si](C(C)C)(C(C)C)C(C)C)C)I